6-(Benzothiophen-3-yl)-3-methyl-2,3,4,5-tetrahydropyridine S1C=C(C2=C1C=CC=C2)C=2CCC(CN2)C